(R)-tert-butyl 4-(4-(3'-fluoro-2-methoxy-4'-(2-oxopyrrolidin-1-yl)-[1,1'-biphenyl]-3-yl)pyridin-2-yl)-2-methylpiperazine-1-carboxylate FC=1C=C(C=CC1N1C(CCC1)=O)C1=C(C(=CC=C1)C1=CC(=NC=C1)N1C[C@H](N(CC1)C(=O)OC(C)(C)C)C)OC